(R)-3-(3-(difluoromethoxy)phenyl)-N-((R)-3-methyl-1,1-dioxidotetrahydrothiophen-3-yl)-1-(1-methylpiperidin-4-yl)-4,5,6,7-tetrahydro-1H-indazole-6-carboxamide FC(OC=1C=C(C=CC1)C1=NN(C=2C[C@@H](CCC12)C(=O)N[C@]1(CS(CC1)(=O)=O)C)C1CCN(CC1)C)F